tert-butyl N-[4-ethoxy-6-(trifluoromethyl)-3-pyridyl]carbamate C(C)OC1=C(C=NC(=C1)C(F)(F)F)NC(OC(C)(C)C)=O